CN1N=CC(=C1)C1=CC=C2C(=NNC2=C1)N 6-(1-methyl-1H-pyrazol-4-yl)-1H-indazol-3-amine